nonaethylene glycol monosilicon [Si].C(COCCOCCOCCOCCOCCOCCOCCOCCO)O